tetra-carboxyl-phenyl-cobalt C(=O)(O)C=1C(=C(C(=C(C1)[Co])C(=O)O)C(=O)O)C(=O)O